ClC1=CC=C2[C@@]3(CCOC2=C1)CN(C1=C(OC3)C=CC(=C1)C(=O)OC)C[C@H]1[C@@H](CC1)[C@H](C=C)O (S)-METHYL 7'-CHLORO-5-(((1R,2R)-2-((S)-1-HYDROXYALLYL)CYCLOBUTYL)METHYL)-4,5-DIHYDRO-2H-SPIRO[BENZO[B][1,4]OXAZEPINE-3,4'-CHROMAN]-7-CARBOXYLATE